1-[(3R,5S)-1-(8-cyano-quinolin-5-yl)-5-trifluoromethyl-piperidin-3-yl]-3-(3,3-difluoro-cyclobutylmethyl)-urea C(#N)C=1C=CC(=C2C=CC=NC12)N1C[C@@H](C[C@@H](C1)C(F)(F)F)NC(=O)NCC1CC(C1)(F)F